ClC(CC(F)F)(F)F 1-chloro-1,1,3,3-tetrafluoropropane